OCCC1(O)CC(O)(CC=C1)CCO 1,3-bis(beta-hydroxyethyl)resorcinol